(+)-ethyl 2-(2-((5-(2-((1,1-dimethylethylsulfinamido)methyl)-3-fluoropyridin-4-yl)-1-methyl-1H-indazol-3-yl)methoxy)-4-methoxyphenyl)acetate CC(C)(S(=O)NCC1=NC=CC(=C1F)C=1C=C2C(=NN(C2=CC1)C)COC1=C(C=CC(=C1)OC)CC(=O)OCC)C